FC1=C(C=CC(=C1)F)S(=O)(=O)/C=C/CNC(=O)C1=CC2=C(NC1=O)CCCCC2 N-[(2E)-3-(2,4-difluorobenzenesulfonyl)prop-2-en-1-yl]-2-oxo-1H,2H,5H,6H,7H,8H,9H-cyclohepta[b]pyridine-3-carboxamide